C(#N)N1[C@@H](CCC1)C(=O)N1CCC2=C(C=C(C=C12)C(=O)NC)C1=CC=C(C=C1)C#N 1-(cyano-L-prolyl)-4-(4-cyanophenyl)-N-methylindoline-6-carboxamide